C(C)(C)(C)C1=CC=C(C=C1)S(=O)(=O)O 4-(tert-butyl)benzenesulfonic acid